ethyl 2-(2,4-dimethyl-1,3-dioxolan-2-yl)acetate CC1(OCC(O1)C)CC(=O)OCC